8-cyclopropyl-3,4,7,8-tetrahydro-2H-pyrano[2',3':4,5]pyrrolo-[1,2-a]pyrazin-9(6H)-one C1(CC1)N1C(C=2N(CC1)C1=C(C2)OCCC1)=O